NC=1C=C(CN2C(C3=CC=CC(=C3C2)S(=O)(=O)C=2C=C3C(=C(C=NC3=C(C2)C)C(=O)N)NC2=CC(=CC=C2)OC)=O)C=CC1 6-((2-(3-aminobenzyl)-1-oxoisoindol-4-yl)sulfonyl)-4-((3-methoxyphenyl)amino)-8-methylquinoline-3-carboxamide